2-chloro-5,5-dimethyl-4,8-diphenyl-7-(9-phenyl-9H-carbazol-3-yl)-5H-indeno[1,2-d]Pyrimidine ClC=1N=C(C2=C(N1)C1=CC(=C(C=C1C2(C)C)C=2C=CC=1N(C3=CC=CC=C3C1C2)C2=CC=CC=C2)C2=CC=CC=C2)C2=CC=CC=C2